FC1=C(C#N)C(=CC(=C1)O)F 2,6-difluoro-4-hydroxy-benzonitrile